BrC1=CC=C2C(OC(C2=C1)=O)CC1=C(C=C(C=C1)OC(F)(F)F)C 6-bromo-3-(2-methyl-4-(trifluoromethoxy)benzyl)isobenzofuran-1(3H)-one